CN1C=CC=2C1=NC=CC2C2=C1CNC(C1=C(C=C2)NC2=NC=C(C=C2)S(=O)(=O)C)=O 4-(1-methylpyrrolo[2,3-b]pyridin-4-yl)-7-[(5-methylsulfonyl-2-pyridyl)amino]isoindolin-1-one